5-(((S)-1-(2-chloro-4-fluorophenyl)ethyl)amino)-N-((R,E)-4-(methylsulfonyl)but-3-en-2-yl)pyrazine-2-carboxamide ClC1=C(C=CC(=C1)F)[C@H](C)NC=1N=CC(=NC1)C(=O)N[C@H](C)\C=C\S(=O)(=O)C